ClC=1C(=NC(=C(C1)F)C1=C(C(=C(C=C1)C(F)F)F)OC)C(=O)OC Methyl 3-chloro-6-(4-(difluoromethyl)-3-fluoro-2-methoxyphenyl)-5-fluoropicolinate